BrC=1C=C(C=NC1)CN1CCN(CC1)C 1-((5-Bromopyridin-3-yl)methyl)-4-methylpiperazine